Fmoc-O-(2-(2-(2-azidoethoxy)ethoxy)ethyl)-L-serine C(=O)(OCC1C2=CC=CC=C2C2=CC=CC=C12)N[C@@H](COCCOCCOCCN=[N+]=[N-])C(=O)O